NC1=C2C(=NC=N1)N(N=C2C2=NOC(=C2C2=NC=C(C(=N2)C)C=2CN(CC2)C(=O)OC(C)(C)C)C2CC2)C(C)C tert-butyl 3-[2-[3-(4-amino-1-isopropyl-pyrazolo[3,4-d]pyrimidin-3-yl)-5-cyclopropyl-isoxazol-4-yl]-4-methyl-pyrimidin-5-yl]-2,5-dihydropyrrole-1-carboxylate